(4-tert-butylphenyl) (6-chloro-2,3,4-trihydroxyphenyl) ketone ClC1=CC(=C(C(=C1C(=O)C1=CC=C(C=C1)C(C)(C)C)O)O)O